methyl 4-chloro-5,6-difluoronicotinate ClC1=C(C(=NC=C1C(=O)OC)F)F